NC1=NC=C(C2=C1C(=C(S2)C2=C(C=C(C=C2)NC(C(=C)C)=O)C)C2=CC(=C(C=C2)OC2=NC=CC(=N2)C)C)C=2C=NN(C2)C N-(4-(4-amino-7-(1-methyl-1H-pyrazol-4-yl)-3-(3-methyl-4-((4-methylpyrimidin-2-yl)oxy)phenyl)thieno[3,2-c]pyridin-2-yl)-3-methylphenyl)methacrylamide